1-(ortho-phenylphenylamino)-phenylboric acid C1(=CC=CC=C1)C1=C(C=CC=C1)NC1(CC=CC=C1)OB(O)O